azobis[2-(3,4,5,6-tetrahydropyrimidin-2-yl)propane] Dihydrochloride Cl.Cl.N(=NCC(C)C1=NCCCN1)CC(C)C1=NCCCN1